OC1OCCCC1C=1C=CC(=C(C1)NC1=NC=NC2=CC(=C(C=C12)OC1CCN(CC1)C(C=C)=O)OC)OC 1-(4-((4-((5-(2-hydroxytetrahydro-2H-pyran-3-yl)-2-methoxyphenyl)amino)-7-methoxyquinazolin-6-yl)oxy)piperidin-1-yl)prop-2-en-1-one